C(C)(C)(C)OC(COC1=CC=C(C(=N1)OC=1C=C(C=CC1)C[C@@H]1N(CC[C@@H]1N(COCC[Si](C)(C)C)S(=O)(=O)C)C(=O)OC(C)(C)C)C)=O tert-Butyl (2S,3S)-2-[(3-{[6-(2-tert-butoxy-2-oxoethoxy)-3-methylpyridin-2-yl]oxy}phenyl)methyl]-3-[(methanesulfonyl){[2-(trimethylsilyl)ethoxy]methyl}amino]pyrrolidine-1-carboxylate